C(C=CC1=CC=CC=C1)(=O)NNC(\C=C\C1=CC(=CC=C1)F)=O (E)-N'-cinnamoyl-3-(3-fluorophenyl)acrylohydrazide